(S*)-N5-((1R,3R,5S,6r)-3-hydroxybicyclo[3.1.0]hexan-6-yl)-3-(hydroxymethyl)-N7-methyl-3-phenyl-2,3-dihydrobenzofuran-5,7-dicarboxamide OC1C[C@H]2C([C@H]2C1)NC(=O)C=1C=C(C2=C([C@@](CO2)(C2=CC=CC=C2)CO)C1)C(=O)NC |o1:15|